CC1=CC=C(C=C1)S(=O)(=O)NC(=O)NC1=CC=C(C=C1)C(F)(F)F 4-methyl-N-[[[4-(trifluoromethyl)phenyl]amino]carbonyl]benzenesulfonamide